NC(C(=O)O)CN(C)C 2-amino-β-(dimethylamino)-propionic acid